Ethyl (2Z)-3-phenylprop-2-enoate C1(=CC=CC=C1)\C=C/C(=O)OCC